2-methoxyethyl 2,5-dimethylpiperidine-1-carboxylate CC1N(CC(CC1)C)C(=O)OCCOC